[4-[[3-carbamoyl-5-chloro-6-(methylamino) pyrazin-2-yl] amino] phenyl] methanesulfonate CS(=O)(=O)OC1=CC=C(C=C1)NC1=NC(=C(N=C1C(N)=O)Cl)NC